5-[2-cyclopropyl-5-phenyl-1H-imidazol-4-yl]-3-isobutyl-3H-imidazo[4,5-b]pyridin-2-ylamine mesylate S(C)(=O)(=O)O.C1(CC1)C=1NC(=C(N1)C1=CC=C2C(=N1)N(C(=N2)N)CC(C)C)C2=CC=CC=C2